ClC1=NC=CC(=C1)[C@H]1C[C@H](CC1)C(=O)O cis-3-(2-chloropyridin-4-yl)cyclopentane-1-carboxylic acid